2,2-dimethyl-N-phenylpent-4-enamide CC(C(=O)NC1=CC=CC=C1)(CC=C)C